COC=1C=C(C=CC1OC)[C@@H](C)NC(\C=C\C1=CNC2=NC=C(C=C21)C2=C(C=CC(=C2)S(=O)(=O)C)C)=O (R,E)-N-(1-(3,4-dimethoxyphenyl)ethyl)-3-(5-(2-methyl-5-(methylsulfonyl)phenyl)-1H-pyrrolo[2,3-b]pyridin-3-yl)acrylamide